C(C=C)(=O)OCCCCOC(=O)OC1=CC(=C(C(=O)OC2=C(C=C(C=C2)OC(C2=C(C=C(C=C2)OC(=O)OCCCCOC(C=C)=O)C)=O)C)C=C1)C 2-methylbenzene-1,4-diyl bis[4-({[4-(acryloyloxy)butoxy]carbonyl}oxy)-2-methyl-benzoate]